quinolinecarboxylic acid ethyl ester C(C)OC(=O)C1=NC2=CC=CC=C2C=C1